ethyl 2-(3-(2,6-dichloro-4-(2-(1-cyano-2-((ethoxycarbonyl)amino)-2-oxoethylidene)hydrazinyl)phenoxy)-6-oxopyridazin-1(6H)-yl)acetate ClC1=C(OC2=NN(C(C=C2)=O)CC(=O)OCC)C(=CC(=C1)NN=C(C(=O)NC(=O)OCC)C#N)Cl